COC1=CC=C(C=C1)C1(C(C=CC=C1)NC)N 1-(4-methoxyphenyl)-N2-methylbenzene-1,2-diamine